3-(Carboxymethyl)-1,2,3-trimethyl-3H-indol-1-ium bromide [Br-].C(=O)(O)CC1(C(=[N+](C2=CC=CC=C12)C)C)C